NC(C)(C)C1=CC(=NC(=C1)C1=CC=C(C=C1)F)O[C@H]1[C@@H]2CN(C[C@]12C)C(=O)C1=CC(=NN1C)C=1OC=CN1 |o1:18,19,23| rel-((1R,5S,6S)-6-((4-(2-aminopropan-2-yl)-6-(4-fluorophenyl)pyridin-2-yl)oxy)-1-methyl-3-azabicyclo[3.1.0]hexan-3-yl)(1-methyl-3-(oxazol-2-yl)-1H-pyrazol-5-yl)methanone